tri(3-methoxy-phenyl)phosphine oxide COC=1C=C(C=CC1)P(C1=CC(=CC=C1)OC)(C1=CC(=CC=C1)OC)=O